diethyleneglycol monostearyl ether monophosphate P(=O)(OCCOCCOCCCCCCCCCCCCCCCCCC)([O-])[O-]